propyltriethylenetetramine C(CC)NCCNCCNCCN